thieno[2,3-b]pyridine 7-oxide S1C=CC=2C1=[N+](C=CC2)[O-]